3-((3R,5S)-3-((5-(6-(hydroxymethyl)pyridin-2-yl)-1H-pyrrolo[2,3-b]pyridin-4-yl)amino)-5-methylpiperidin-1-yl)-3-oxopropanenitrile OCC1=CC=CC(=N1)C=1C(=C2C(=NC1)NC=C2)N[C@H]2CN(C[C@H](C2)C)C(CC#N)=O